CS(=O)(=O)C1=CC=C(C=C1)C1=CC2=NC=CC(=C2O1)C=1C=C(C=CC1)C1(CCCC1)O 1-(3-(2-(4-(methylsulfonyl)phenyl)furo[3,2-b]pyridin-7-yl)phenyl)cyclopentan-1-ol